4-bromo-6-methoxy-2,3-dihydro-1H-indene BrC1=C2CCCC2=CC(=C1)OC